FC1(CCN(CCC1)C1=NC2=CC(=C(C=C2C=C1C(=O)NC1=CC(=NC=C1)C(=O)OC)F)F)F methyl 4-(2-(4,4-difluoroazepan-1-yl)-6,7-difluoroquinolin-3-carboxamido)pyridinecarboxylate